COC(CC1=CC=CC2=C1O[C@@H](CN2)C2=CC(=CC=C2)Br)=O |r| (+-)-2-(2-(3-Bromophenyl)-3,4-dihydro-2H-benzo[b][1,4]oxazin-8-yl)acetic acid methyl ester